C1=CC=CC=2C3=CC=CC=C3C(C12)COC(=O)N[C@@H](C(=O)O)C(C)(C)C (R)-2-((((9H-fluoren-9-yl)methoxy)carbonyl)amino)-3,3-dimethylbutanoic acid